2-(2-(2-azidoethoxy)ethoxy)-N-(2-(2,6-dioxopiperidin-3-yl)-1-oxoisoindolin-4-yl)acetamide N(=[N+]=[N-])CCOCCOCC(=O)NC1=C2CN(C(C2=CC=C1)=O)C1C(NC(CC1)=O)=O